N-(5-(ethoxymethyl)pyridin-2-yl)-1H-indol-5-amine C(C)OCC=1C=CC(=NC1)NC=1C=C2C=CNC2=CC1